BrC=1C=C2CC(C(C2=CC1)NC(CCl)=O)O N-(5-bromo-2-hydroxy-2,3-dihydro-1H-inden-1-yl)-2-chloroacetamide